tert-butyl N-[6-[1-(2,6-dioxopiperidin-3-yl)-3-methyl-2-oxo-1,3-benzodiazol-5-yl]hexyl]carbamate O=C1NC(CCC1N1C(N(C2=C1C=CC(=C2)CCCCCCNC(OC(C)(C)C)=O)C)=O)=O